methyl 6-(4-(3-(4-chloro-3-fluorophenyl)-1-((3-methylpyridin-2-yl)methyl)-1H-pyrrolo[2,3-b]pyridine-6-carbonyl)-3,3-dimethylpiperazin-1-yl)-2,4-dimethylnicotinate ClC1=C(C=C(C=C1)C1=CN(C2=NC(=CC=C21)C(=O)N2C(CN(CC2)C2=NC(=C(C(=O)OC)C(=C2)C)C)(C)C)CC2=NC=CC=C2C)F